BrC1=C(C=CC(=C1)F)C(C(CO)(C)C)=C 3-(2-bromo-4-fluorophenyl)-2,2-dimethylbut-3-en-1-ol